OC=1C([C@H](N(CC1)C(=O)OC(C)(C)C)C1=CC=CC=C1)C(=O)OC 1-tert-butyl 3-methyl (2S)-4-hydroxy-2-phenyl-1,2,3,6-tetrahydropyridine-1,3-dicarboxylate